C(C)(C)(C)OC(=O)N1CC(C1)NC1=CC=C(C=C1)NC1=NC2=C(C=CC=C2C=N1)C1=CC(=CC=C1)NC(C=C)=O 3-((4-((8-(3-Acrylamidophenyl)quinazolin-2-yl)amino)phenyl)amino)azetidine-1-carboxylic acid tert-butyl ester